OC[C@H]1N(CC[C@@H]1C(N(C)[C@H](C(=O)OC)C(C)C)=O)C(=O)OC(C)(C)C tert-butyl (2S,3S)-2-(hydroxymethyl)-3-{[(2S)-1-methoxy-3-methyl-1-oxobutan-2-yl](methyl)carbamoyl}pyrrolidine-1-carboxylate